C(#N)C=1C=C(C(=C(C1)NC(=O)C1=CN=C2N1C=CC=C2)C)F N-(5-cyano-3-fluoro-2-methylphenyl)imidazo[1,2-a]pyridine-3-carboxamide